F[C@@H]1[C@H](C1)C1=NC(=NO1)C=1C=CC(=C(C1)NC(=O)C1=CN=C2N1C=CC(=C2)CCC(CO)(C)C)C N-[5-[5-[(1R,2S)-2-fluorocyclopropyl]-1,2,4-oxadiazol-3-yl]-2-methyl-phenyl]-7-(4-hydroxy-3,3-dimethyl-butyl)imidazo[1,2-a]pyridine-3-carboxamide